4,6-divinylpyrimidine C(=C)C1=NC=NC(=C1)C=C